CC1(CC1)C(=O)NCC=1NC2=CC(=C(C=C2C1)C(F)(F)F)OCC=1N=CSC1 1-methyl-N-((6-(thiazol-4-ylmethoxy)-5-(trifluoromethyl)-1H-indol-2-yl)methyl)cyclopropane-1-carboxamide